CC(C=CCCC)=O heptene-2-one